chloro(2-dicyclohexylphosphino-2',4',6'-tri-i-propyl-1,1'-biphenyl) ClC=1C(=C(C=CC1)C1=C(C=C(C=C1C(C)C)C(C)C)C(C)C)P(C1CCCCC1)C1CCCCC1